C(C)(C)(C)OC(=O)N([C@H](C(=O)N(C)[C@@H](C(=O)O)CC1=NC(=NO1)C)CC(C)C)C (R)-2-((S)-2-((tert-Butoxycarbonyl)(methyl)amino)-N,4-dimethylpentanamido)-3-(3-methyl-1,2,4-oxadiazol-5-yl)propanoic acid